FC(C1(CC1)C=1N=C2N(C=CN=C2)C1)(F)F [1-(trifluoromethyl)cyclopropyl]imidazo[1,2-a]pyrazine